FC(C1=CC=C(C=C1)SCC(=O)O)(F)F [4-(trifluoromethyl)phenylthio]acetic acid